CN1N=C(C=C1C1=CC2=C(C(N(C=C2C2=CC(N(C=C2C2=CC=CC=C2)C)=O)C)=O)N1)C 2-(1,3-dimethyl-1H-pyrazol-5-yl)-6-methyl-4-(1-methyl-2-oxo-5-phenyl-1,2-dihydropyridin-4-yl)-1,6-dihydro-7H-pyrrolo[2,3-c]pyridin-7-one